3-(4-aminoimidazo[2,1-f][1,2,4]triazin-7-yl)-N-((1S,3S)-3-hydroxy-3-(trifluoromethyl)cyclobutyl)-4-methylbenzenesulfonamide NC1=NC=NN2C1=NC=C2C=2C=C(C=CC2C)S(=O)(=O)NC2CC(C2)(C(F)(F)F)O